BrC1=C(C=CC=2N=C(SC21)SC)F 7-bromo-6-fluoro-2-(methylthio)benzo[d]thiazole